C(C)(=O)OC[C@H]1O[C@H]([C@H]([C@@H]([C@H]1OC(C)=O)OC(C)=O)NC(C)=O)OC1=CC=C(C=C1)C(\C=C/C1=CC=CC=C1)=O [(2R,3R,4S,5S,6S)-5-Acetamido-3,4-diacetyloxy-6-[4-[(Z)-3-phenylprop-2-enoyl]phenoxy]oxan-2-yl]methyl acetate